1-Ethyl 4-[6-(1-hydroxy-1-methyl-ethyl)-5-[[6-(trifluoromethyl)pyridine-2-carbonyl]amino] indazol-2-yl]cyclohexanecarboxylate OC(C)(C)C=1C(=CC2=CN(N=C2C1)C1CCC(CC1)C(=O)OCC)NC(=O)C1=NC(=CC=C1)C(F)(F)F